tert-butyl (4-((4-(4-((2,6-dioxopiperidin-3-yl)carbamoyl)-2-fluorophenyl)piperazin-1-yl)methyl) piperidin-1-yl)carbamate O=C1NC(CCC1NC(=O)C1=CC(=C(C=C1)N1CCN(CC1)CC1CCN(CC1)NC(OC(C)(C)C)=O)F)=O